The molecule is a member of the class of xanthones that is 1,2,3,4,4a,9a-hexahydro-9H-xanthen-9-one substituted by hydroxy groups at positions 1, 4 and 8, methyl groups at positions 3 and 4a and a methoxy group at position 6 (the 1S,3S,4S,4aS,9aS stereoisomer). Isolated from the marine algicolous fungus Monodictys putredinis, it exhibits antineoplastic activity. It has a role as a metabolite and an antineoplastic agent. It is a member of phenols, an aromatic ether and a secondary alcohol. C[C@H]1C[C@@H]([C@@H]2C(=O)C3=C(C=C(C=C3O[C@@]2([C@H]1O)C)OC)O)O